4,5,7-trihydroxy-1,3-dihydro-2-benzofuran OC1=C(C=C(C=2COCC21)O)O